1-(9Z,12Z,15Z-octadecatrienoyl)-2-(5Z,8Z,11Z,14Z-eicosatetraenoyl)-glycero-3-phosphoserine CCCCC/C=C\C/C=C\C/C=C\C/C=C\CCCC(=O)O[C@H](COC(=O)CCCCCCC/C=C\C/C=C\C/C=C\CC)COP(=O)(O)OC[C@@H](C(=O)O)N